CNC1=CC=C(C=C1)C1=NC2=C(N1)C=CC(=C2)C#N 2-(4-methylamino-phenyl)-1H-benzimidazole-5-carbonitrile